tert-Butyl 4-(1-benzoyl-7-chloro-5-fluoro-2H-cinnolin-3-yl)piperidine-1-carboxylate C(C1=CC=CC=C1)(=O)N1NC(=CC2=C(C=C(C=C12)Cl)F)C1CCN(CC1)C(=O)OC(C)(C)C